Cl.COC1=CC=C2C=CC=C(C2=C1)CCN 2-(7-methoxy-naphthalen-1-yl)ethylamine hydrochloride